ClC=1C=C(C=NC1)N[C@H](C)C(=O)N1[C@@H]2CC([C@H]([C@H]1C(=O)N[C@@H](C[C@H]1C(NCCC1)=O)C#N)CC2)(F)F (1S,3S,4S)-2-((5-chloropyridin-3-yl)-D-alanyl)-N-((S)-1-cyano-2-((S)-2-oxopiperidin-3-yl)ethyl)-5,5-difluoro-2-azabicyclo[2.2.2]octane-3-carboxamide